6-bromo-7-methoxy-2-tetrahydropyran-4-yl-imidazo[1,2-a]pyridine BrC=1C(=CC=2N(C1)C=C(N2)C2CCOCC2)OC